(S)-14-methylhexadecanoic acid C[C@H](CCCCCCCCCCCCC(=O)O)CC